Cl.FCCCN1C[C@H](CC1)N (S)-1-(3-fluoropropyl)pyrrolidine-3-amine hydrochloride